4-(4-bromophenyl)-5-methyl-4-phenyl-3-trifluoromethyl-indole BrC1=CC=C(C=C1)C1(C2=C(C=NC2=CC=C1C)C(F)(F)F)C1=CC=CC=C1